5-(8-((1S,2S)-2-(difluoromethyl)cyclopropyl)-2-ethylimidazo[1,2-B]pyridazin-6-yl)pyrimidine-2,4(1H,3H)-dione FC([C@@H]1[C@H](C1)C=1C=2N(N=C(C1)C=1C(NC(NC1)=O)=O)C=C(N2)CC)F